ClC1=C(C=C(CNCCCCOCCOC2=NC3=C(C4=CN=CC=C24)C=CC=C3)C=C1)OC(F)(F)F 5-(2-(4-((4-chloro-3-(trifluoro-methoxy)benzyl)amino)butoxy)ethoxy)benzo[c][2,6]naphthyridine